C(CCCCCCCCCCCCC)(=O)OCCN(C(C=CC(NCCOCCN(C)C)=O)=O)CCOC(CCCCCCCCCCCCC)=O 2-methyl-9,12-dioxo-13-{2-[(1-oxotetradecyl) oxy] ethyl}-5-oxa-2,8,13-triazapentadec-10-en-15-yl tetradecanoate